4-[2-cyano-5-(2-methylprop-1-enyl)phenyl]-3,6-dihydro-2H-pyridine-1-carboxylic acid tert-butyl ester C(C)(C)(C)OC(=O)N1CCC(=CC1)C1=C(C=CC(=C1)C=C(C)C)C#N